FC=1C=C2C(=NC1)C[C@H](C1=C(O2)C=CC=C1)CNC |o1:8| (R*)-1-(3-fluoro-10,11-dihydrobenzo[6,7]oxepino[3,2-b]pyridin-10-yl)-N-methylmethanamine